FC1(CCN(CCC1)C1=C(C(=O)NC2=CC(=CC=C2)[S@@](=O)(=N)C)C(=C(C=N1)C1=CC(=CC=C1)F)C)F (R)-2-(4,4-difluoroazepan-1-yl)-5-(3-fluorophenyl)-4-methyl-N-(3-(S-methylsulfonimidoyl)phenyl)nicotinamide